COC1=CC=C(C=N1)NC1=NC(=CC(=N1)C1=CC=CC=C1)C1CCNCC1 N-(6-methoxypyridin-3-yl)-4-phenyl-6-(piperidin-4-yl)pyrimidin-2-amine